C(C)OC(C(=O)O)=S thiooxalic acid ethyl ester